(R)-N-(4-cyclobutyl-1-methyl-5-(2-(trifluoromethyl)thiazol-5-yl)-1H-pyrazol-3-yl)-2,2-difluorocyclopropane-1-carboxamide C1(CCC1)C=1C(=NN(C1C1=CN=C(S1)C(F)(F)F)C)NC(=O)[C@@H]1C(C1)(F)F